N-((6S,7S)-5-((S)-3,3-difluoro-2-hydroxypropanoyl)-6-((2-fluoro-[1,1'-biphenyl]-3-yl)methyl)-5-azaspiro[2.4]heptan-7-yl)-1-fluoromethanesulfonamide FC([C@H](C(=O)N1CC2(CC2)[C@@H]([C@@H]1CC=1C(=C(C=CC1)C1=CC=CC=C1)F)NS(=O)(=O)CF)O)F